3-amino-6-(3-(3-methoxyazetidine-1-carbonyl)phenyl)-N-phenylpyrazine-2-carboxamide NC=1C(=NC(=CN1)C1=CC(=CC=C1)C(=O)N1CC(C1)OC)C(=O)NC1=CC=CC=C1